phthalimide carbamate C(N)(O)=O.C1(C=2C(C(N1)=O)=CC=CC2)=O